N-tert-butyl-N-methyl-2-(6-{5-methyl-2-[(oxan-4-yl)amino]pyrimidin-4-yl}-1-oxo-2,3-dihydro-1H-isoindol-2-yl)acetamide C(C)(C)(C)N(C(CN1C(C2=CC(=CC=C2C1)C1=NC(=NC=C1C)NC1CCOCC1)=O)=O)C